1,3-dichloro-2-(3-cyclobutyl-4-methoxy-phenyl)sulfanyl-5-nitro-benzene (2S,3S,4R,5R)-2-(6-(benzylamino)-9H-purin-9-yl)-3,4-dihydroxyltetrahydrofuran-5-carbonylaminoethyl-formate C(C1=CC=CC=C1)NC1=C2N=CN(C2=NC=N1)[C@H]1O[C@H]([C@@H]([C@@H]1O)O)C(=O)NCCC(=O)O.ClC1=C(C(=CC(=C1)[N+](=O)[O-])Cl)SC1=CC(=C(C=C1)OC)C1CCC1